ClC1=NC=CC(=C1F)C1=NN(C=C1CN(C(OC(C)(C)C)=O)C([2H])([2H])[2H])C tert-butyl ((3-(2-chloro-3-fluoropyridin-4-yl)-1-methyl-1H-pyrazol-4-yl)methyl)(methyl-d3)carbamate